BrC1=CC=C(C(=C1C(=O)OC)F)C(F)(F)F Methyl 6-bromo-2-fluoro-3-(trifluoromethyl)benzoate